N=1C=NN2C1C=C(C=C2)OC2=C(C=C(C=C2)NC=2C1=C(N=CN2)C=CC(=N1)N1CCNCCC1)C N-(4-([1,2,4]triazolo[1,5-a]pyridin-7-yloxy)-3-methylphenyl)-6-(1,4-diazepan-1-yl)pyrido[3,2-d]pyrimidin-4-amine